C(C)OC(C=CC1=CC=CC=C1)=O Cinnamic Acid Ethyl Ester